C(C)(=O)O.C1(CCCCCC1)NCC1(CN(C1)C(=O)C1=C(C(=C(C=C1)F)F)NC1=C(C=C(C=C1)I)F)O 3-[(cycloheptylamino)methyl]-1-({3,4-difluoro-2-[(2-fluoro-4-iodophenyl)amino]phenyl}carbonyl)azetidin-3-ol acetate salt